tert-butyl 2-bromo-5-(8,9-dihydro-7H-cyclopenta[c][1,2,4]triazolo[1,5-a]pyridin-6-yl)-4-isopropyl-3-methyl-6H-thieno[2,3-b]pyrrole-6-carboxylate BrC1=C(C2=C(N(C(=C2C(C)C)C=2C3=C(C=4N(C2)N=CN4)CCC3)C(=O)OC(C)(C)C)S1)C